C(O)([O-])=O.[NH+]1=C2N(CCC1)CCCN2 3,4,6,7,8,9-hexahydro-2H-pyrimido[1,2-a]pyrimidin-1-ium hydrogen carbonate